(1S,3'R,4'S,5'S,6'R)-6-(Benzofuran-5-ylmethyl)-5-chloro-6'-methyl-3',4',5',6'-tetrahydro-3H-spiro[isobenzofuran-1,2'-pyran]-3',4',5'-triol O1C=CC2=C1C=CC(=C2)CC2=C(C=C1CO[C@]3(O[C@@H]([C@H]([C@@H]([C@H]3O)O)O)C)C1=C2)Cl